COC=1C=C(C=CC1N)C1=CC(=CC(=C1)C1=CC(=C(C=C1)N)OC)C1=CC(=C(C=C1)N)OC 1,3,5-tris(3-methoxy-4-aminophenyl)benzene